C(C1=CC=CC=C1)OC(=O)N[C@@H]1[C@@H](CN(CC1)C(=O)OC(C)(C)C)OC tert-butyl (cis)-4-(((benzyloxy)carbonyl)amino)-3-methoxypiperidine-1-carboxylate